trans-N-(3-(2-Cyclopropylthiazol-5-yl)phenyl)-4-hydroxy-N-((trans-4-(5-methoxy-6-methylpyridin-2-yl)cyclohexyl)methyl)cyclohexane-carboxamide C1(CC1)C=1SC(=CN1)C=1C=C(C=CC1)N(C(=O)[C@@H]1CC[C@H](CC1)O)C[C@@H]1CC[C@H](CC1)C1=NC(=C(C=C1)OC)C